6-(5-chloro-2-{[trans-4-methoxycyclohexyl]amino}pyrimidin-4-yl)-2-[2-oxo-2-(1,2,3,4-tetrahydroisoquinolin-2-yl)ethyl]-2,3-dihydro-1H-isoindol-1-one ClC=1C(=NC(=NC1)N[C@@H]1CC[C@H](CC1)OC)C1=CC=C2CN(C(C2=C1)=O)CC(N1CC2=CC=CC=C2CC1)=O